C(C)N(C(O)=O)C1=NN2C(C(=NC(=C2)C2=CC(=CC=C2)C#N)N)=N1.[N+](=O)([O-])C=1C=C(C=CC1)C1=NN=NN1 m-nitro-5-phenyltetrazole Ethyl-(8-amino-6-(3-cyanophenyl)-[1,2,4]triazolo[1,5-a]pyrazin-2-yl)carbamate